7-(tert-butoxycarbonyl)-5,6,7,8-tetrahydroimidazo[1,5-a]pyrazine-3-carboxylic acid C(C)(C)(C)OC(=O)N1CC=2N(CC1)C(=NC2)C(=O)O